ClC1=C(C(=O)N)C=CC=C1Cl.[Ca+2].[NH4+] Ammonium Calcium 2,3-dichlorobenzamide